N-({4-[2-(2-aminopyridin-3-yl)imidazo[4,5-b]pyridin-3-yl]phenyl}methyl)-3-formyl-4-hydroxybenzamide NC1=NC=CC=C1C1=NC=2C(=NC=CC2)N1C1=CC=C(C=C1)CNC(C1=CC(=C(C=C1)O)C=O)=O